N1[C@H]2[C@@H](NCC1)CS(C2)(=O)=O (4aR,7aS)-octahydrothieno[3,4-b]pyrazine 6,6-dioxide